C(C(=C)C)(=O)OCCC[SiH2]C(O[Si](C)(C)C)O[Si](C)(C)C 3-Methacryloxypropyl-bis(trimethylsiloxy)methylsilane